C1(CC1)C1=NC=NC(=C1C1=NC(=C2N(C=NC2=N1)C1OCCCC1)N1C(CCC1)C1=CC=C(C=C1)C=1N(C=C(N1)C(F)(F)F)C(C)C)OC 2-(4-cyclopropyl-6-methoxypyrimidin-5-yl)-6-(2-(4-(1-isopropyl-4-(trifluoromethyl)-1H-imidazol-2-yl)phenyl)pyrrolidin-1-yl)-7-(tetrahydro-2H-pyran-2-yl)-7H-purine